N1N=NC(=C1)C1CN(CC1)C1=NN=C(O1)C=1C=NC(=NC1)NC1CC2=CC=C(C=C2C1)OC 5-(5-(3-(1H-1,2,3-triazol-4-yl)pyrrolidin-1-yl)-1,3,4-oxadiazol-2-yl)-N-(5-methoxy-2,3-dihydro-1H-inden-2-yl)pyrimidin-2-amine